FC1(OC(OC1(F)F)(C(=O)O)C(F)(F)F)C(F)(F)F perfluoro-2,4-dimethyl-1,3-dioxolane-2-carboxylic acid